(±)-4-((1-(3-(difluoromethyl)-2-fluorophenyl)ethyl)amino)-6-isopropyl-2,8-dimethylpyrido[2,3-d]pyrimidin-7(8H)-one FC(C=1C(=C(C=CC1)[C@@H](C)NC=1C2=C(N=C(N1)C)N(C(C(=C2)C(C)C)=O)C)F)F |r|